COC(=O)C1N(C(NC1)=O)S(=O)(=O)C1=CC=C(C)C=C1 2-Oxo-3-(toluene-4-sulfonyl)-imidazolidine-4-carboxylic acid methyl ester